(S)-N,N-dimethyl-2-((2-phenethyl-4-((trifluoromethyl)sulfonyl)-2,3,4,5-tetrahydro-1H-benzo[e][1,4]diazepin-1-yl)methyl)pyridin-4-amine CN(C1=CC(=NC=C1)CN1[C@H](CN(CC2=C1C=CC=C2)S(=O)(=O)C(F)(F)F)CCC2=CC=CC=C2)C